2-carboxyethyl-phenyl-hypophosphorous acid melamine salt N1=C(N)N=C(N)N=C1N.C(=O)(O)CCP(=O)(O)C1=CC=CC=C1